COC=1C=C2C(=NC(=NC2=CC1C#CCN1CCCC1)N1CCOCC1)NC1CCS(CC1)(=O)=O 4-((6-methoxy-2-morpholino-7-(3-(pyrrolidin-1-yl)prop-1-yn-1-yl)quinazolin-4-yl)amino)tetrahydro-2H-thiopyran 1,1-dioxide